2-BOC-AMINOMETHYL-PHENYLBORONIC ACID B(C1=CC=CC=C1CNC(=O)OC(C)(C)C)(O)O